CC1(C(OB(O1)C1=CC=C(C=C1)OCC(F)(F)F)(C)C)C tetramethyl-2-[4-(2,2,2-trifluoroethoxy)phenyl]-1,3,2-dioxaborolane